Succinyl-acetoacetate C(CC(=O)O)C(=O)CC(=O)CC(=O)O